OC(C(CCC)=O)CCC 5-hydroxy-4-octanone